C[Si](C1C=C(C2=CC=CC=C12)C(C)CCC)(C1C=C(C2=CC=CC=C12)C)C dimethyl-(3-methyl-1H-inden-1-yl)(3-(pentan-2-yl)-1H-inden-1-yl)silane